(2S,5R)-tert-butyl 5-(3-bromo-5-chlorophenyl)-2-(methoxymethyl)-3-oxopiperazine-1-carboxylate BrC=1C=C(C=C(C1)Cl)[C@H]1NC([C@@H](N(C1)C(=O)OC(C)(C)C)COC)=O